ClC=1C=C2C(=C(NC2=CC1Cl)C1=NN=C(N1)C(F)(F)F)N1C=NC=C1 5,6-dichloro-3-(1H-imidazol-1-yl)-2-(5-(trifluoromethyl)-4H-1,2,4-triazol-3-yl)-1H-indole